C(C1=CC=CC=C1)OC1CCC(CC1)CNC[C@H](O)C1=CC(=CC=C1)F (R)-2-((((1r,4R)-4-(Benzyloxy)cyclohexyl)methyl)amino)-1-(3-fluoro-phenyl)ethan-1-ol